1,4-bis(dicarboxyphenoxy)-2,5-bis(trifluoromethyl)benzene C(=O)(O)C=1C(=C(OC2=C(C=C(C(=C2)C(F)(F)F)OC2=C(C(=CC=C2)C(=O)O)C(=O)O)C(F)(F)F)C=CC1)C(=O)O